2-(1,3-dioxoisoindolin-2-yl)propionyl chloride O=C1N(C(C2=CC=CC=C12)=O)C(C(=O)Cl)C